2,5-dichloro-N-[2-(methylsulfonylimino)phenyl]Pyrimidin-4-amine ClC1=NC=C(C(=N1)NC1C(C=CC=C1)=NS(=O)(=O)C)Cl